NC=1C=CN2C(=CC(=C2C1)C(=O)OCC)C(C1=CC=C(C=C1)OC)=O Ethyl 7-amino-3-(4-methoxybenzoyl)indolizine-1-carboxylate